CC1=C(C(CCC1)(C)C)/C=C/C(=C/C=C/C(=C/C=C/C=C(\C)/C=C/C=C(\C)/C=O)/C)/C 8'-apo-β-caroten-8'-al